C1(CC1)C([C@@H](C(=O)NC1=CC=C(C=C1)C=1C(=NNC1CC)CC)NC(=O)C=1N(N=CC1)CC)C1CC1 N-[(1S)-1-(dicyclopropylmethyl)-2-[4-(3,5-diethyl-1H-pyrazol-4-yl)anilino]-2-oxo-ethyl]-2-ethyl-pyrazole-3-carboxamide